C(#N)C1=C(C=C(C=C1)N1C([C@@H]2[C@]3(C[C@H]([C@@]([C@@H]2C1=O)(O3)C)NC(OCC[Si](C)(C)C)=O)C)=O)C(F)(F)F 2-(trimethylsilyl)ethyl ((3aR,4R,5R,7R,7aS)-2-(4-cyano-3-(trifluoromethyl)phenyl)-4,7-dimethyl-1,3-dioxooctahydro-1H-4,7-epoxyisoindol-5-yl)carbamate